ClC1=CC(=C(CNC(C(=O)NC2=CNC=3C2=NC=CC3)=O)C=C1)C(F)(F)F N1-(4-chloro-2-(trifluoromethyl)benzyl)-N2-(1H-pyrrolo[3,2-b]pyridin-3-yl)oxalamide